(S)-8-((3-((tert-butyldiphenylsilyl)oxy)-2-(pyrimidin-2-yloxy)propyl)thio)-7-(4,4-difluorocyclohexyl)-6-(trifluoromethyl)quinazoline [Si](C1=CC=CC=C1)(C1=CC=CC=C1)(C(C)(C)C)OC[C@@H](CSC=1C(=C(C=C2C=NC=NC12)C(F)(F)F)C1CCC(CC1)(F)F)OC1=NC=CC=N1